6-bromo-4-(7-fluoro-1-methylindazol-4-yl)-2-methoxy-1,7-phenanthroline-3-amine BrC=1C=C2C(=C(C(=NC2=C2C=CC=NC12)OC)N)C1=C2C=NN(C2=C(C=C1)F)C